N1(CCCC2=NC=CC=C12)C1=NNC2=NC(=CN=C21)C2CCC1(C(C3=CC=CC=C3C1)N)CC2 (1s,4s)-4-(3-(3,4-dihydro-1,5-naphthyridin-1(2H)-yl)-1H-pyrazolo[3,4-b]pyrazin-6-yl)-1',3'-dihydrospiro[cyclohexane-1,2'-inden]-1'-amine